4-(2-pyridyl)phenylboronic acid N1=C(C=CC=C1)C1=CC=C(C=C1)B(O)O